8-chloro-N-cyclopropyl-7,9-dimethyl-pyrido[3',2':4,5]thieno[3,2-d]pyrimidin-4-amine ClC1=C(C2=C(SC3=C2N=CN=C3NC3CC3)N=C1C)C